5-chloro-2-[(3,3-difluorocyclobutanecarbonyl)amino]-N-[(1S)-3-(methylamino)-2,3-dioxo-1-[[(3R,5S)-2-oxo-5-(trifluoromethyl)pyrrolidin-3-yl]methyl]propyl]benzamide ClC=1C=CC(=C(C(=O)N[C@H](C(C(=O)NC)=O)C[C@H]2C(N[C@@H](C2)C(F)(F)F)=O)C1)NC(=O)C1CC(C1)(F)F